C(CCCCCCC\C=C\CCCCCCCC)(=O)O E-octadec-9-enoic acid